NC=1C=2N(C=CN1)C(=NC2C2=CC=C(C=C2)C(NC2=NC=CC(=C2)C2CC2)=O)[C@@H]2C[C@@](CCC2)(C(=O)O)C (1R,3S)-3-(8-amino-1-{4-[(4-cyclopropylpyridin-2-yl)carbamoyl]phenyl}imidazo[1,5-a]pyrazin-3-yl)-1-methylcyclohexanecarboxylic acid